C(C)N(C([C@H](C)O)=O)CCN1CCC(CC1)N1N=CC2=CC(=CC=C12)F (2S)-N-ethyl-N-{2-[4-(5-fluoro-1H-indazol-1-yl)piperidin-1-yl]ethyl}-2-hydroxy-propionamide